Cl.COCC1(OC2=CC=CC=C2[C@@H](C1)N)C (4R)-2-(METHOXYMETHYL)-2-METHYLCHROMAN-4-AMINE HYDROCHLORIDE